(R)-6-methoxy-2-methyl-N-(1-(3-nitro-5-(trifluoromethyl)phenyl)ethyl)-7-(pyrrolidin-1-yl)pyrido[2,3-d]pyrimidin-4-amine COC1=CC2=C(N=C(N=C2N[C@H](C)C2=CC(=CC(=C2)C(F)(F)F)[N+](=O)[O-])C)N=C1N1CCCC1